2,2,2-Trifluoroacetophenone FC(C(=O)C1=CC=CC=C1)(F)F